BrC=1C=C(C=2N(C1)N=CC2C#N)C=2CCN(CC2)C(=O)OC(C)(C)C Tert-butyl 4-(6-bromo-3-cyanopyrazolo[1,5-a]pyridin-4-yl)-3,6-dihydropyridine-1(2H)-carboxylate